C(C1=CC=CC=C1)N1CCC(CC1)CCC1=C(C=CC(=C1)CC)C 1-benzyl-4-[2-(5-ethyl-2-methylphenyl)ethyl]piperidine